N,N-dimethyl-3-(2-thienyl)propylamine CN(C)CCCC=1SC=CC1